N1=C(N=C(N=C1NC1=CC=C(C(=O)[O-])C=C1)NC1=CC=C(C(=O)[O-])C=C1)NC1=CC=C(C(=O)[O-])C=C1 4,4',4''-(1,3,5-triazine-2,4,6-triyltriimino)tribenzoate